N-methoxy-2,2-diphenyl-phenylacetamide tert-butyl-(R)-3-(2-((4-chloro-2-fluorophenoxy)methyl)pyridin-4-yl)pyrrolidine-1-carboxylate C(C)(C)(C)OC(=O)N1C[C@H](CC1)C1=CC(=NC=C1)COC1=C(C=C(C=C1)Cl)F.CONC(CC1C(C=CC=C1)(C1=CC=CC=C1)C1=CC=CC=C1)=O